isoxazolo[4,5-d]isoxazole O1N=CC2=C1ON=C2